ClC=1C=C(C(=NC1)N1C([C@H](N(C(C1)=O)CC1=CC(=C(C=C1)F)F)C1COC1)=O)F (R)-1-(5-chloro-3-fluoro-pyridin-2-yl)-4-(3,4-difluorobenzyl)-3-(oxetan-3-yl)piperazine-2,5-dione